4-chloro-3-(2-chloroethoxy)-8-(1H-indazol-7-yl)-5,6-dihydronaphthalene-2-carbonitrile ClC1=C(C(=CC=2C(=CCCC12)C=1C=CC=C2C=NNC12)C#N)OCCCl